C(C)C=1C=CC(=CC1)C1=CC=C(C=C1)CC diethyl-2,2'-biphenyl